C(#N)C1=CC(=C(C=C1)NS(=O)(=O)C1=CNC=C1C1=CC(=CC=C1)C1CC1)F N-(4-cyano-2-fluorophenyl)-4-(3-cyclopropylphenyl)-1H-pyrrole-3-sulfonamide